C(C)(C)(C)C1=NN(C(=C1)NC(=O)C1=CSC=2CN(CCC21)C(=O)C2=CN=C1N2C=C(C=C1)F)C N-(3-(Tert-butyl)-1-methyl-1H-pyrazol-5-yl)-6-(6-fluoroimidazo[1,2-a]pyridin-3-carbonyl)-4,5,6,7-tetrahydrothieno[2,3-c]pyridin-3-carboxamid